4-bromo-3,3-dimethylbenzo[c][1,2]oxaborol-1(3H)-ol BrC1=CC=CC=2B(OC(C21)(C)C)O